ClC=1C=CC(=C(C1)C1=CC(=C(N=N1)NC)NC1=CC(=NC=C1)NC(CCN1CCN(CC1)C)=O)F N-(4-{[6-(5-chloro-2-fluorophenyl)-3-(methylamino)pyridazin-4-yl]amino}pyridin-2-yl)-3-(4-methylpiperazin-1-yl)propanamide